N1N=CC(=C1)C1(CCC1)O (1H-pyrazol-4-yl)cyclobutan-1-ol